(4-(7-(cyclopentylmethyl)-8-(4-ethylphenethyl)-2,6-dioxo-1-(prop-2-yn-1-yl)-1,2,6,7-tetrahydro-3H-purin-3-yl)butyl)phosphonic acid C1(CCCC1)CN1C(=NC=2N(C(N(C(C12)=O)CC#C)=O)CCCCP(O)(O)=O)CCC1=CC=C(C=C1)CC